sodium 5,8,11-trioxapentadecane-1-sulfonate C(CCCOCCOCCOCCCC)S(=O)(=O)[O-].[Na+]